O[C@@H]1[C@H](C2=CC=CC=C2C1)NC1=N\C(\C(N1C)=O)=C/C=1C=C2C=NN(C2=CC1)C (5Z)-2-[[(1S,2S)-2-Hydroxyindan-1-yl]amino]-3-methyl-5-[(1-methylindazol-5-yl)methylene]imidazol-4-one